butoxypropylene glycol methacrylate C(C(=C)C)(=O)O.C(CCC)OC(C(C)O)O